NC1=C(C=C(C=C1)C(=O)OC)N[C@H]1CN(CC1)C(=O)OC(C)(C)C tert-butyl (R)-3-((2-amino-5-(methoxycarbonyl)phenyl)amino)pyrrolidine-1-carboxylate